(2S)-N-(5-((4,4-difluorocycloheptyl)oxy)-2-methoxyphenyl)-1-methyl-5-oxopyrrolidine-2-carboxamide FC1(CCC(CCC1)OC=1C=CC(=C(C1)NC(=O)[C@H]1N(C(CC1)=O)C)OC)F